FC1=CC(=C(C=C1C1=CC=NN1)O)C1=NC=C(N=C1)N(C)[C@@H]1[C@@H]([C@]2(CCC[C@@](C1)(N2)C)C)F 4-fluoro-2-(5-{[(1R,2S,3S,5S)-2-fluoro-1,5-dimethyl-9-azabicyclo[3.3.1]nonan-3-yl](methyl)amino}pyrazin-2-yl)-5-(1H-pyrazol-5-yl)phenol